ClC1=NC(=NC(=N1)CC(C)C1=CC=C(C=C1)C1COC1)N[C@@H](CO)CC(C)C (2R)-2-((4-chloro-6-(2-(4-(oxetan-3-yl)phenyl)propyl)-1,3,5-triazin-2-yl)amino)-4-methylpentan-1-ol